NC=1C=2N(C3=CC(=CC=C3N1)C(=O)N(C)[C@@H]1COC3=C1C=CC(=C3)C(F)F)C=NC2 (S)-4-amino-N-(6-(difluoromethyl)-2,3-dihydrobenzofuran-3-yl)-N-methylimidazo[1,5-a]quinoxaline-8-carboxamide